methyl-4,5-dihydro-1H-imidazol-5-one CN1C=NCC1=O